4-amino-N-ethyl-N-[[2-fluoro-4-(trifluoromethyl)phenyl]methyl]imidazo[1,5-a]quinoxaline-8-carboxamide NC=1C=2N(C3=CC(=CC=C3N1)C(=O)N(CC1=C(C=C(C=C1)C(F)(F)F)F)CC)C=NC2